3-((5-([1,2,4]triazolo[1,5-a]pyridin-7-yl)-7H-pyrrolo[2,3-d]pyrimidin-2-yl)amino)-N,N,1-trimethylcyclobutane-1-carboxamide N=1C=NN2C1C=C(C=C2)C2=CNC=1N=C(N=CC12)NC1CC(C1)(C(=O)N(C)C)C